1-[(2R,6S)-6-[[bis(4-methoxyphenyl)-phenyl-methoxy]methyl]-4-hexadecyl-6-(triisopropylsiloxymethyl)morpholin-2-yl]-5-methyl-pyrimidine-2,4-dione COC1=CC=C(C=C1)C(OC[C@]1(O[C@H](CN(C1)CCCCCCCCCCCCCCCC)N1C(NC(C(=C1)C)=O)=O)CO[Si](C(C)C)(C(C)C)C(C)C)(C1=CC=CC=C1)C1=CC=C(C=C1)OC